3-hydroxy-2-(2-(4-methoxybenzyl)-1-oxo-2,6-diazaspiro[3.5]nonan-6-yl)propanamide OCC(C(=O)N)N1CC2(CN(C2=O)CC2=CC=C(C=C2)OC)CCC1